1-[6-(2-hydroxy-4,6-dimethyl-phenyl)pyridazin-3-yl]-5-(hydroxymethyl)piperidin-2-one OC1=C(C(=CC(=C1)C)C)C1=CC=C(N=N1)N1C(CCC(C1)CO)=O